FC(C=1C=C(C=C(C1)C(F)(F)F)C(C)=O)(F)F 1-(3,5-bistrifluoromethylphenyl)ethanone